R-hydroxydocosahexaenoic acid OC(C(=O)O)=CC=CC=CC=CC=CC=CCCCCCCCCC